1-(4-(4-((3-chloro-4-((2-methylthiazol-4-yl)methoxy)phenyl)amino)-7H-pyrrolo[2,3-d]pyrimidin-5-yl)piperidin-1-yl)prop-2-en-1-one ClC=1C=C(C=CC1OCC=1N=C(SC1)C)NC=1C2=C(N=CN1)NC=C2C2CCN(CC2)C(C=C)=O